tri-(4-formylphenyl)-amine C(=O)C1=CC=C(C=C1)N(C1=CC=C(C=C1)C=O)C1=CC=C(C=C1)C=O